4-[3-[2,6-dichloro-4-[(1S,4S)-5-methyl-2,5-diazabicyclo[2.2.1]heptan-2-yl]benzoyl]-2,4-Dihydro-1,3-benzoxazin-8-yl]-5-fluoro-2-(3-oxa-8-azabicyclo[3.2.1]octan-8-yl)benzoic acid ClC1=C(C(=O)N2COC3=C(C2)C=CC=C3C3=CC(=C(C(=O)O)C=C3F)N3C2COCC3CC2)C(=CC(=C1)N1[C@@H]2CN([C@H](C1)C2)C)Cl